10-methoxy-4-{1-methyl-1H,4H,5H,6H-pyrrolo[3,4-c]pyrazole-5-carbonyl}-7-thia-2,5-diazatricyclo[6.4.0.02,6]dodeca-1(12),3,5,8,10-pentaene COC=1C=C2SC3=NC(=CN3C2=CC1)C(=O)N1CC=2N(N=CC2C1)C